NC=1C=C(C2=C(N(C=N2)C)C1C(C)=O)C1=CC=C(C=C1)OC(F)(F)F 1-(6-amino-1-methyl-4-(4-(trifluoromethoxy)phenyl)-1H-benzo[d]imidazol-7-yl)ethan-1-one